FC1=C(C=CC=C1)C1=CC=CC=C1 2-fluoro-1,1'-biphenyl